C(C1=CC=CC=C1)(=O)O.C([C@H](O)[C@@H](O)[C@H](O)CO)O xylitol benzoate